(4-((5-chloro-4-(1-(2-hydroxyethyl)-1H-pyrazol-4-yl)pyrimidin-2-yl)amino)-3-methoxyphenyl)(morpholino)methanone ClC=1C(=NC(=NC1)NC1=C(C=C(C=C1)C(=O)N1CCOCC1)OC)C=1C=NN(C1)CCO